(2S,3R,4R)-1-acetyl-2-ethyl-3-methyl-4-((4-methylpyrimidin-2-yl)amino)-N-(oxetan-3-yl)-1,2,3,4-tetrahydroquinoline-6-carboxamide C(C)(=O)N1[C@H]([C@@H]([C@H](C2=CC(=CC=C12)C(=O)NC1COC1)NC1=NC=CC(=N1)C)C)CC